5-Pentadec-8-enylbenzene-1,3-diol C(CCCCCCC=CCCCCCC)C=1C=C(C=C(C1)O)O